(4-trifluoromethoxy-benzyl)-indoline-2,3-dione FC(OC1=CC=C(CN2C(C(C3=CC=CC=C23)=O)=O)C=C1)(F)F